(2'S,4R)-2-ethyl-2'-methyl-1'-[[1-(2-methylsulfonylethyl)triazol-4-yl]methyl]spiro[6,7-dihydrothieno[3,2-c]pyran-4,4'-piperidine] 1,1-dioxide C(C)C1=CC2=C(CCO[C@]23C[C@@H](N(CC3)CC=3N=NN(C3)CCS(=O)(=O)C)C)S1(=O)=O